4-[4-[[(1R,2R) or (1S,2S)-2-aminocyclobutyl]amino]butyl-amino]-5-chloro-2-fluoro-N-(1,2,4-thiadiazol-5-yl)benzenesulfonamide N[C@H]1[C@@H](CC1)NCCCCNC1=CC(=C(C=C1Cl)S(=O)(=O)NC1=NC=NS1)F |o1:1,2|